calcium lanthanum-cerium [Ce].[La].[Ca]